C(C)(=O)OCC1=CCC(CC1)C(=C)C 4-(1-methylvinyl)-1-cyclohexene-1-methanol acetate